tert-butyl {2-[(4-bromopyridin-3-yl)oxy]ethyl}carbamate BrC1=C(C=NC=C1)OCCNC(OC(C)(C)C)=O